6-(difluoromethoxy)-4-[7-fluoro-2-(oxan-2-yl)indazol-4-yl]-2-[(4-methoxyphenyl)methoxy]-1,7-phenanthrolin-3-amine FC(OC=1C=C2C(=C(C(=NC2=C2C=CC=NC12)OCC1=CC=C(C=C1)OC)N)C=1C2=CN(N=C2C(=CC1)F)C1OCCCC1)F